FC1=C(C=C(C=C1)C(C)=O)OCCC 1-(4-fluoro-3-propoxyphenyl)ethan-1-one